S(N)(=O)(=O)C1=NN=C(S1)CC(=O)N (5-Sulfamoyl-1,3,4-thiadiazol-2-yl)acetamide